6-(2-(3,4-dimethoxyphenoxy)ethoxy)-2-(4-fluorophenyl)-3-(5-methylthiazol-4-yl)-1H-indene-1-on COC=1C=C(OCCOC2=CC=C3C(=C(C(C3=C2)=O)C2=CC=C(C=C2)F)C=2N=CSC2C)C=CC1OC